N1=C(C=CC=C1)SSCCC(=O)O.C1(CCC(N1)=O)=O succinimide 3-(2-pyridyldithio)propionate